C(C)(C)(C)C1=CC(=NO1)NC(=O)NC=1C=C2C=C(NC2=CC1)C(=O)C=1NC2=CC=C(C=C2C1)O 1-(5-(tert-Butyl)isoxazol-3-yl)-3-(2-(5-hydroxy-1H-indole-2-carbonyl)-1H-indol-5-yl)urea